manganese (octadecanoate) C(CCCCCCCCCCCCCCCCC)(=O)[O-].[Mn+2].C(CCCCCCCCCCCCCCCCC)(=O)[O-]